N-cyclopropyl-2-((2-fluoro-4-iodophenyl)amino)-1,5-dimethyl-4-(2-methyl-3-nitrophenoxy)-6-oxo-1,6-dihydropyridine-3-carboxamide C1(CC1)NC(=O)C1=C(N(C(C(=C1OC1=C(C(=CC=C1)[N+](=O)[O-])C)C)=O)C)NC1=C(C=C(C=C1)I)F